3-(4-((4-(1-(4-(5,7-dimethoxy-4-oxo-3,4-dihydroquinazolin-2-yl)phenyl)piperidin-4-yl)piperazin-1-yl)methyl)phenyl)piperidine-2,6-dione COC1=C2C(NC(=NC2=CC(=C1)OC)C1=CC=C(C=C1)N1CCC(CC1)N1CCN(CC1)CC1=CC=C(C=C1)C1C(NC(CC1)=O)=O)=O